4-[5-Chloro-2-(4-chloro-1H-1,2,3-triazol-1-yl)-phenyl]-2,5-dimethoxypyridin ClC=1C=CC(=C(C1)C1=CC(=NC=C1OC)OC)N1N=NC(=C1)Cl